S1(C2=C(OC3(CN1)CCC3)N=CC=C2)(=O)=O 2',3'-Dihydro-spiro[cyclobutane-1,4'-pyrido[2,3-b][1,4,5]oxathiazepine]-1',1'-dioxide